[Ca].[I].[C] carbon iodine calcium